BrC1=C(C(=O)OC)C=C(C=C1)NC1=NC=C(C(=N1)NCC1=CC=C(C=C1)Cl)C methyl 2-bromo-5-((4-((4-chlorobenzyl)amino)-5-methylpyrimidin-2-yl)amino)benzoate